3-fluoro-2'-(6-fluoro-1-(2-hydroxy-2-methylpropyl)-7-methoxy-1H-indazol-5-yl)-[1,1'-biphenyl] FC=1C=C(C=CC1)C1=C(C=CC=C1)C=1C=C2C=NN(C2=C(C1F)OC)CC(C)(C)O